N-((5-bromo-2-chloropyridin-4-yl)aminomethylthio)benzamide BrC=1C(=CC(=NC1)Cl)NCSNC(C1=CC=CC=C1)=O